N-(4-(5-chlorobenzo[d]oxazol-2-yl)phenyl)-2,2,2-trifluoroacetamide ClC=1C=CC2=C(N=C(O2)C2=CC=C(C=C2)NC(C(F)(F)F)=O)C1